P(=O)(OCC(COC(CCCCCCCCCCCCCCCCC)=O)OC(CCCCCCCCCCCCCCCCC)=O)(OCC[N+](CC)(CC)CC)[O-] 2,3-Bis(stearoyloxy)propyl (2-(triethylammonio)ethyl) phosphate